3-(Hydroxymethyl)-N-methylisoquinoline-7-carboxamide OCC=1N=CC2=CC(=CC=C2C1)C(=O)NC